C(C)(C)(C)OC(=O)N([C@@H]1C[C@@H](N(CC1)C(=O)OCC1=CC=CC=C1)C1=C(C=CC=C1)F)C benzyl (2R,4S)-4-((tert-butoxycarbonyl)(methyl)amino)-2-(2-fluorophenyl)piperidine-1-carboxylate